N[C@@H]1C=2C(=NC=CC2)CC12CCN(CC2)C2=NC(=C(C(=N2)C#N)C2=C(C(=CC=C2)Cl)Cl)C 2-((S)-5-amino-5,7-dihydrospiro[cyclopenta[b]pyridin-6,4'-piperidin]-1'-yl)-5-(2,3-dichlorophenyl)-6-methylpyrimidine-4-carbonitrile